(3-methylbenzo[d]isoxazol-5-yl)-1-propyl-1H-benzo[d]imidazole-6-carbonitrile CC1=NOC2=C1C=C(C=C2)C2=NC1=C(N2CCC)C=C(C=C1)C#N